1-tert-butyl 2-methyl (2S)-4-hydroxypiperidine-1,2-dicarboxylate OC1C[C@H](N(CC1)C(=O)OC(C)(C)C)C(=O)OC